CN1N=C(C=C1S(=O)(=O)N1CCC2(CC(C2)=O)CC1)C(F)(F)F 7-((1-methyl-3-(trifluoromethyl)-1H-pyrazol-5-yl)sulfonyl)-7-azaspiro[3.5]nonan-2-one